(2S)-2-(3-(4-(6,8-dichloro-2-methyl-1,2,3,4-tetrahydroisoquinolin-4-yl)phenyl)ureido)pentanedioic acid ClC=1C=C2C(CN(CC2=C(C1)Cl)C)C1=CC=C(C=C1)NC(N[C@H](C(=O)O)CCC(=O)O)=O